2-Methoxy-5-[[2-[(2S,5R)-5-methyl-2-[6-(methylamino)-3-pyridyl]-1-piperidyl]-2-oxo-acetyl]amino]pyridine-3-carboxamide COC1=NC=C(C=C1C(=O)N)NC(C(=O)N1[C@@H](CC[C@H](C1)C)C=1C=NC(=CC1)NC)=O